2-AMINO-5-METHYLISONICOTINALDEHYDE NC=1C=C(C=O)C(=CN1)C